BrC1=NC=C(C=C1)C1OCCCO1 2-bromo-5-(1,3-dioxan-2-yl)pyridine